2,4-diamino-6-(2-triethoxysilylethyl)amino-1,3,5-triazine NC1=NC(=NC(=N1)N)NCC[Si](OCC)(OCC)OCC